IC=1C=C(CNC2=NC(=C3NC=NC3=N2)O)C=CC1 2-(3-iodobenzylamino)-6-hydroxypurine